3-((2-(1-(tert-Butoxycarbonyl)pyrrolidin-2-yl)-4-chlorobenzyl)amino)-1H-pyrrole-2-carboxylic acid ethyl ester C(C)OC(=O)C=1NC=CC1NCC1=C(C=C(C=C1)Cl)C1N(CCC1)C(=O)OC(C)(C)C